p-bromo-butylbenzene BrC1=CC=C(C=C1)CCCC